OC(C)(C)C=1SC(=CN1)[S@@](=O)(N)=NC(NC1=C2C(=NC(=C1C)C1=CC=CC=C1)CCC2)=O (R)-2-(2-hydroxy-propan-2-yl)-N'-((3-methyl-2-phenyl-6,7-dihydro-5H-cyclopenta[b]pyridin-4-yl)carbamoyl)thiazole-5-sulfonimidamide